C(CCCCCCCCCCCCCCCCCCC)SSCCCCCCCCCCCCCCCCCCCC dieicosyl disulfide